(4'-(methylsulfonyl)-[1,1'-biphenyl]-4-sulfonyl)-N-phenylpiperidine-3-carboxamide CS(=O)(=O)C1=CC=C(C=C1)C1=CC=C(C=C1)S(=O)(=O)N1CC(CCC1)C(=O)NC1=CC=CC=C1